[Cl-].[Cl-].FC(C=1C=C(C=CC1)C(=[Zr+2](C1=C(C(=CC=2C3=CC(=C(C=C3CC12)C(C)(C)C)C(C)(C)C)C(C)(C)C)C(C)(C)C)C1C=CC=C1)C1=CC(=CC=C1)C(F)(F)F)(F)F di(m-trifluoromethyl-phenyl)methylene(cyclopentadienyl)(2,3,6,7-tetratert-butylfluorenyl)zirconium dichloride